ClC1=NC=CC2=C(C=CC=C12)N1C(C(=CC2=CC=C(C=C12)C(F)F)C(=O)[O-])=O 1-(1-chloroisoquinolin-5-yl)-7-(difluoromethyl)-2-oxo-1,2-dihydroquinoline-3-carboxylate